4-chloro-N-(1,1-dimethylsilinan-4-yl)-5-(trifluoromethyl)-1H-pyrrolo[2,3-c]pyridine-2-carboxamide ClC1=C2C(=CN=C1C(F)(F)F)NC(=C2)C(=O)NC2CC[Si](CC2)(C)C